CC1=C2C(=CC=3C=4C=C(C=CC4NC13)OCCN)C=NC=C2 2-[(5-methyl-6H-pyrido[4,3-b]carbazol-9-yl)oxy]ethanamine